CC1(CC(C=C(C1)N)=O)C (5,5-dimethyl-3-oxo-1-cyclohexenyl)amine